C(C)(=O)N[C@H]1[C@H](OCCCNC(CCSSC2=NC=CC=C2)=O)O[C@@H]([C@@H]([C@@H]1O)N)C 3-(3-(2-Pyridyldithio)propionamido)-propyl 2-acetamido-4-amino-2,4,6-trideoxy-β-D-galactopyranoside